C(C1=CC=CC=C1)[Al](CC1=CC=CC=C1)CC1=CC=CC=C1 tribenzylaluminum